C(C)N1N=C2C(=CC=C(C2=C1)N1CCC2(CCN2C(=O)OC(C)(C)C)CC1)C(NC=1C=C(C=2N(C1)C=C(N2)C)F)=O tert-butyl 7-[2-ethyl-7-({8-fluoro-2-methylimidazo[1,2-a]pyridin-6-yl}carbamoyl) indazol-4-yl]-1,7-diazaspiro[3.5]nonane-1-carboxylate